tert-butyl (4R,10aS)-2-(8-cyano-5-quinolyl)-4-methyl-1,3,4,6,7,9,10,10a-octahydropyrazino[1,2-d][1,4]diazepine-8-carboxylate C(#N)C=1C=CC(=C2C=CC=NC12)N1C[C@H]2N(CCN(CC2)C(=O)OC(C)(C)C)[C@@H](C1)C